[2-(Aminomethyl)-3-hydroxy-2-methyl-propyl] 3-[[(3R,4R)-4-[4-chloro-2-(5-fluoro-2-pyridyl)-1H-imidazol-5-yl]-3-methyl-1-piperidyl]sulfonyl]propanoate ClC=1N=C(NC1[C@H]1[C@H](CN(CC1)S(=O)(=O)CCC(=O)OCC(CO)(C)CN)C)C1=NC=C(C=C1)F